2-[(3-amino-5-fluoro-1H-pyrazolo[3,4-b]pyridin-6-yl)amino]-6-methoxybenzonitrile NC1=NNC2=NC(=C(C=C21)F)NC2=C(C#N)C(=CC=C2)OC